NC1=NN2C(C=C(C=C2)C=2C(=C(C(=O)NCCC(F)C3=CC=C(C=C3)Cl)C(=CC2)C)F)=N1 3-(2-amino-[1,2,4]triazolo[1,5-a]pyridin-7-yl)-N-(3-(4-chlorophenyl)-3-fluoropropyl)-2-fluoro-6-methylbenzamide